C1(CC1)C1=NC2=CC=C(C=C2C(=N1)N1CCC(CC1)C=1SC=CC1OC)N(CCO)C 2-((2-cyclopropyl-4-(4-(3-methoxythiophen-2-yl)piperidin-1-yl)quinazolin-6-yl)(methyl)amino)ethanol